ClC1=CC(=NC(=N1)N1CCOCC1)NCC(C)(O)C 1-((6-chloro-2-morpholinylpyrimidin-4-yl)amino)-2-methylpropan-2-ol